C(C)(=O)NCCC1=CC=C(C(=O)N2CCN(CC2)C(=O)OC(C)(C)C)C=C1 tert-Butyl 4-[4-(2-acetamidoethyl)benzoyl]piperazine-1-carboxylate